C(C)C1=C(C(=CC(=C1)C)CC)C1=C(N2N(CCOCC2)C1=O)OC(C(C)(C)C)=O 2,2-dimethyl-propionic acid 8-(2,6-diethyl-4-methylphenyl)-9-oxo-1,2,4,5-tetrahydro-9H-pyrazolo[1,2-d][1,4,5]oxadiazepin-7-yl ester